FC=1C=CC=2N(C1)N=CC2C(=O)NC2=C(C=C(C(=C2)C=2C=NN(C2)C2=CC=C(C=C2)F)F)C 6-Fluoro-N-[4-fluoro-5-[1-(4-fluorophenyl)pyrazol-4-yl]-2-methylphenyl]pyrazolo[1,5-a]pyridine-3-carboxamide